methyl rel-(3S,4R)-1-benzyl-4-(pyridin-4-yl)pyrrolidine-3-carboxylate C(C1=CC=CC=C1)N1C[C@H]([C@@H](C1)C1=CC=NC=C1)C(=O)OC |o1:9,10|